ClC1=C(C=C(C=C1)C1=C(C=CC=C1)N1C2=CC=CC=C2C=2C=C3C(=CC12)C=CC=C3)C3=CC=CC=C3 5-(4'-chloro-[1,1':3',1''-terphenyl]-2-yl)-5H-benzo[b]carbazole